sec-hexyl fumarate C(\C=C\C(=O)[O-])(=O)OC(C)CCCC